8-Bromo-2-(1-((3,3-difluorocyclobutyl)methyl)-1H-pyrazol-4-yl)-7-((2-methyl-1H-benzo[d]imidazol-6-yl)oxy)quinoxaline BrC=1C(=CC=C2N=CC(=NC12)C=1C=NN(C1)CC1CC(C1)(F)F)OC=1C=CC2=C(NC(=N2)C)C1